(rac)-4-[4-(1,3-benzoxazol-2-yl)azepan-1-yl]-7-bromo-1-methyl-2-oxo-1,2-dihydroquinoline-3-carbonitrile O1C(=NC2=C1C=CC=C2)[C@H]2CCN(CCC2)C2=C(C(N(C1=CC(=CC=C21)Br)C)=O)C#N |r|